tert-butyl methyl(3-(prop-2-yn-1-yloxy)-propyl)carbamate CN(C(OC(C)(C)C)=O)CCCOCC#C